N-{4-[(2R)-1-[4-({1-[2-(benzyloxy)acetyl]piperidin-4-yl}oxy)phenyl]pyrrolidin-2-yl]-1,3-thiazol-2-yl}-1-[(2-fluoropyridin-4-yl)methyl]pyrrole-2-carboxamide C(C1=CC=CC=C1)OCC(=O)N1CCC(CC1)OC1=CC=C(C=C1)N1[C@H](CCC1)C=1N=C(SC1)NC(=O)C=1N(C=CC1)CC1=CC(=NC=C1)F